FC1(CCN(CC1)C(=O)C=1C=C2C(=NC1)N(C=C2)C=2C=NC=C(C2)C2=NN=C(N2)C)F (4,4-difluoropiperidin-1-yl)(1-(5-(5-methyl-4H-1,2,4-triazol-3-yl)pyridin-3-yl)-1H-pyrrolo[2,3-B]pyridin-5-yl)methanone